(5-(6-methoxypyrimidin-4-yl)-1H-pyrazole-3-carbonyl)-4-azaspiro[2.5]octane-7-carboxylic acid methyl ester COC(=O)C1CCNC2(CC2C(=O)C2=NNC(=C2)C2=NC=NC(=C2)OC)C1